O[C@H]1C=CC[C@H](C1)C(=O)OC(C)C |r| (±)-Cis-isopropyl 5-hydroxycyclohex-3-enecarboxylate